C(CC#C)OC1OCCCC1 2-(3-butyn-1-yloxy)tetrahydro-2H-pyran